2,5-Bis(isocyanatomethyl)furan N(=C=O)CC=1OC(=CC1)CN=C=O